5-hydroxy-6-methyl-2,3-dihydro-1H-isoindole-1,3-dione OC=1C=C2C(NC(C2=CC1C)=O)=O